3,4-dimethyl-benzene-1,2-dicarboxylic acid CC1=C(C(=CC=C1C)C(=O)O)C(=O)O